ClC=1C=CC=2N=CN=C(C2N1)NC1=CC(=C(C=C1)OC1=CC2=C(N(C=N2)C)C(=C1)F)C 6-chloro-N-(4-((7-fluoro-1-methyl-1H-benzo[d]imidazol-5-yl)oxy)-3-methylphenyl)pyrido[3,2-d]pyrimidin-4-amine